NC1=C(C=C(C(=N1)C(=O)OC)F)Br methyl 6-amino-5-bromo-3-fluoropyridine-2-carboxylate